CC([C@@H](C(=O)N1[C@@H]([C@H]2C([C@H]2C1)(C)C)C(=O)O)NC(C(F)(F)F)=O)(C)C (1R,2S,5S)-3-((S)-3,3-Dimethyl-2-(2,2,2-trifluoroacetamido)butanoyl)-6,6-dimethyl-3-azabicyclo[3.1.0]hexane-2-carboxylic acid